C(C)(C)C1=C(NC2=CC=C(C=C12)C1CCNCC1)C=1N=CC(N(C1)C)=O 5-(3-isopropyl-5-(piperidin-4-yl)-1H-indol-2-yl)-1-methylpyrazin-2(1H)-one